CN([C@@H](C(C)C)C(=O)OCC1=CC=CC=C1)C(=O)N1CC(N(CC1)C(=O)C1[N@@](C1)C(C1=CC=CC=C1)(C1=CC=CC=C1)C1=CC=CC=C1)=O benzyl N-methyl-N-(3-oxo-4-((R)-1-tritylaziridine-2-carbonyl)piperazine-1-carbonyl)-L-valinate